CC(C)(C)C1=CC=C(C=C1)CC(=O)OC METHYL P-TERT-BUTYLPHENYLACETATE